2,5-Dibromo-1,3-difluorobenzene BrC1=C(C=C(C=C1F)Br)F